C(C)OC[C@]1(CN(CC1)C(C)(C)C=1C=CC(=NC1)C)CCC1=CSC=C1F |o1:4| (R or S)-5-(2-(3-(ethoxymethyl)-3-(2-(4-fluoro-thiophen-3-yl)ethyl)pyrrolidin-1-yl)propan-2-yl)-2-methylpyridine